tert-butyl 4-((5-amino-2-bromo-3-fluorophenoxy)methyl)-3,6-dihydropyridine-1(2H)-carboxylate NC=1C=C(C(=C(OCC=2CCN(CC2)C(=O)OC(C)(C)C)C1)Br)F